C(C)OC1=CC=C2C(C(=COC2=C1)C1=CC=C(C=C1)OC)=O 7-ethoxy-3-(4-methoxyphenyl)-4H-chromen-4-one